1-[3-(trifluoromethyl)pyridin-2-yl]-N-[4-(trifluoromethylsulfonyl)phenyl]-1,2,3,6-tetrahydropyridine-4-carboxamide FC(C=1C(=NC=CC1)N1CCC(=CC1)C(=O)NC1=CC=C(C=C1)S(=O)(=O)C(F)(F)F)(F)F